diethylene glycol bis(4-mercapto valerate) SC(CCC(=O)OCCOCCOC(CCC(C)S)=O)C